manganese-tungsten oxide [W]=O.[Mn]